CC1(OB(OC1(C)C)C=1C=C2C(=NC1)COC2)C 3-(4,4,5,5-tetramethyl-1,3,2-dioxaborolan-2-yl)-5,7-dihydrofuro[3,4-b]pyridine